FC(CN(C(C1=C(C=CC(=C1)F)C=1C=2N(C=C(C1)C1CN(C1)[C@H](C(C)C)CCCN1CCN(CC1)CCO)C(=NC2)C)=O)C(C)C)F N-(2,2-difluoroethyl)-5-fluoro-2-(6-{1-[(3S)-6-[4-(2-hydroxyethyl)piperazin-1-yl]-2-methylhexane-3-yl]azetidin-3-yl}-3-methyl-imidazo[1,5-a]pyridin-8-yl)-N-(isopropyl)benzamide